N-(2-oxo-2-(4-(5-(trifluoromethyl)-1,2,4-oxadiazol-3-yl)phenyl)ethyl)pyridazine-4-carboxamide O=C(CNC(=O)C1=CN=NC=C1)C1=CC=C(C=C1)C1=NOC(=N1)C(F)(F)F